4,4,4,3,3-pentafluorobutyric acid FC(C(CC(=O)O)(F)F)(F)F